FCCN1CC(CCC1)(C)COC1=NC2=CC=CC=C2C=N1 2-((1-(2-fluoroethyl)-3-methylpiperidin-3-yl)methoxy)quinazoline